methyl 2-((4-(2-(5-chloropyridin-2-yl)-2-methylbenzo[d][1,3]dioxan-4-yl) piperidin-1-yl) methyl)-4-hydroxy-1-(((S)-oxetan-2-yl) methyl)-1H-benzo[d]imidazole-6-carboxylate ClC=1C=CC(=NC1)C1(OC(C2=C(O1)C=CC=C2)C2CCN(CC2)CC2=NC1=C(N2C[C@H]2OCC2)C=C(C=C1O)C(=O)OC)C